7,8-dichloro-6-(2,6-difluorophenyl)-1-methoxy-4H-[1,2,4]Triazolo[4,3-a][1,4]Benzodiazepine ClC1=C(C=CC2=C1C(=NCC=1N2C(=NN1)OC)C1=C(C=CC=C1F)F)Cl